tert-butyl (7-fluoro-6-hydroxybenzo[d]thiazol-2-yl)(propyl)carbamate FC1=C(C=CC=2N=C(SC21)N(C(OC(C)(C)C)=O)CCC)O